BrC=1N(C2=NC(=NC(=C2N1)N)F)CC1=CC(=CC=C1)CBr 8-bromo-9-(3-(bromomethyl)benzyl)-2-fluoro-9H-purin-6-amine